ethyl 2-[3-(2-imidazo[1,5-a]pyridin-8-ylpyrimidin-5-yl)-4-methyl-2-oxo-benzimidazol-1-yl]acetate C=1N=CN2C1C(=CC=C2)C2=NC=C(C=N2)N2C(N(C1=C2C(=CC=C1)C)CC(=O)OCC)=O